C(C)(C)(C)C1=CC=CC=C1C(=O)OO.C(C1=CC=CC=C1)(=O)OOC(C)(C)C t-butyl peroxybenzoate (t-butyl perbenzoate)